ClC1=C(CN2CC3(CC2(C)C)CCN(CC3)C(=O)OC(C(F)(F)F)C(F)(F)F)C=CC=C1N1CCOCC1 1,1,1,3,3,3-Hexafluoropropan-2-yl 2-(2-chloro-3-morpholinylbenzyl)-3,3-dimethyl-2,8-diazaspiro[4.5]decane-8-carboxylate